C(#N)N=C(NCCCCCCC1CN(CC1)C(=O)C=1NC=CC1)NC=1C=NC=CC1 2-cyano-1-(6-(1-(2-pyrrolylformyl)pyrrolidine-3-yl)hexyl)-3-(3-pyridinyl)guanidine